(1R,3S,5S)-N-(2-fluoro-5-(5-fluoropyridin-3-yl)-4-methylphenyl)-3-methyl-1-(5-methyl-1,3,4-oxadiazol-2-yl)-6-azabicyclo[3.1.1]heptane-6-carboxamide FC1=C(C=C(C(=C1)C)C=1C=NC=C(C1)F)NC(=O)N1[C@H]2C[C@@H](C[C@@]1(C2)C=2OC(=NN2)C)C